isophorone-d8 O=C1C(=C(C(C(C([2H])([2H])[2H])(C([2H])[2H])C1)([2H])[2H])C)[2H]